N[C@H](C(=O)NC1=NC(N(C=C1)[C@@H]1O[C@@H]([C@H]([C@H]1O)O)CO)=O)CSCC1=CC=C(C=C1)OC (R)-2-amino-N-(1-((2R,3R,4s,5R)-3,4-dihydroxy-5-(hydroxymethyl)tetrahydrofuran-2-yl)-2-oxo-1,2-dihydropyrimidin-4-yl)-3-((4-methoxybenzyl)thio)propanamide